(S)-2-(bis(t-butoxycarbonyl)amino)-1-(3-methoxy-2,6-dimethylphenyl)-5,6-dimethyl-1H-pyrrolo[2,3-b]pyridine-3-carboxylic acid C(C)(C)(C)OC(=O)N(C1=C(C=2C(=NC(=C(C2)C)C)N1C1=C(C(=CC=C1C)OC)C)C(=O)O)C(=O)OC(C)(C)C